C(C)(=O)C1=CC(=CC=2C(C=C(OC21)SCC)=O)C 8-acetyl-2-ethylsulfanyl-6-methyl-benzopyran-4-one